CC=1C(N2C(C(CCC2=CC1)=O)COC1CCC(CC1)C1=CC=CC=C1)=O 7-methyl-4-({[(1s,4s)-4-phenylcyclohexyl]oxy}methyl)-2H-quinolizine-3,6(1H,4H)-dione